bis(1-naphthyl)-N,N'-diphenyl-2,2'-dimethyl-(1,1'-biphenyl)-4,4'-diamine C1(=CC=CC2=CC=CC=C12)C=1C(=C(C(=C(C1)C1=C(C=C(C=C1)NC1=CC=CC=C1)C)C)C1=CC=CC2=CC=CC=C12)NC1=CC=CC=C1